C(C)(C)(C)OC(COCCOC1=CC2=C(N(C=N2)C2=CC=C(C=C2)NC(=O)NC2=NOC(=C2)C(C)(C)C)C=C1)=O [2-(1-{4-[3-(5-Tert-butyl-isoxazol-3-yl)-ureido]-phenyl}-1H-benzimidazol-5-yloxy)-ethoxy]-acetic acid tert-butyl ester